furocycloheptatriene O1C=CC2=C1CC=C=C=C2